(4-(2-methylbiphenyl-3-yloxy)thieno[3,2-d]pyrimidin-7-yl)methylaminoethanol CC1=C(C=CC=C1OC=1C2=C(N=CN1)C(=CS2)CNC(C)O)C2=CC=CC=C2